OOO hydroxy oxide